5-chloro-8-methylbenzo[6,7]chromeno[2,3,4-ij]isoquinoline ClC=1C=C2C=CN=C3C2=C(C1)OC=1C(=C2C(=CC13)C=CC=C2)C